P(=O)([O-])([O-])[O-].[K+].OC[C@@H](COCCCCCCCCCCCCCCCCCC)NC1=C(C(=O)O)C=CC=C1.[K+].[K+] (S)-2-((1-hydroxy-3-(octadecyloxy)propan-2-yl)amino)benzoic acid Potassium phosphate